(E)-6-bromohexyl-3-pentyltridec-2-enoate BrCCCCCCOC(\C=C(\CCCCCCCCCC)/CCCCC)=O